7-(2-((7-fluoro-2-methyl-1,2,3,4-tetrahydroisoquinolin-6-yl)amino)-5-(trifluoromethyl)pyrimidin-4-yl)-4-methyl-3,4-dihydrothieno[2,3-f][1,4]thiazepin-5(2H)-one 1,1-dioxide FC1=C(C=C2CCN(CC2=C1)C)NC1=NC=C(C(=N1)C1=CC2=C(C(N(CCS2(=O)=O)C)=O)S1)C(F)(F)F